(4-amino-1H-pyrazolo[4,3-c]pyridin-7-yl)-N'-ethyl-N'-[(1R)-1-[2-fluoro-4-(1,1,2,2,2-pentafluoroethyl)phenyl]ethyl]oxamide NC1=NC=C(C2=C1C=NN2)NC(=O)C(=O)N([C@H](C)C2=C(C=C(C=C2)C(C(F)(F)F)(F)F)F)CC